C1(CC1)S(=O)(=O)N1N=CC(=C1)C1=NC=CC(=N1)NC1=NC=C(C(=C1)NC1CCC(CC1)O)C#CC1=CC=C(C=C1)CN1CCN(CC1)C (1s,4s)-4-((2-((2-(1-(Cyclopropylsulfonyl)-1H-pyrazol-4-yl)pyrimidin-4-yl)amino)-5-((4-((4-methylpiperazin-1-yl)methyl)phenyl)ethynyl)pyridin-4-yl)amino)cyclohexan-1-ol